sodium 3-[(2,3-dihydrothieno[3,4-b]-[1,4]dioxin-2-yl)methoxy]-1-pentyl-1-propane-sulfonate O1C=2C(OCC1COCCC(S(=O)(=O)[O-])CCCCC)=CSC2.[Na+]